C(C1=CC=CC=C1)OC([C@H](C(C)C)N(CCN1CCN(CC1)C(=O)OC(C)(C)C)C)=O tert-butyl (S)-4-(2-((1-(benzyloxy)-3-methyl-1-oxobutan-2-yl)(methyl)amino)ethyl)piperazine-1-carboxylate